(2S,4S)-1-[[(8β)-9,10-Didehydro-6-(methyl)ergolin-8-yl]carbonyl]-2,4-dimethylazetidine CN1C[C@@H](C=C2C=3C=CC=C4NC=C(C[C@@H]12)C34)C(=O)N3[C@H](C[C@@H]3C)C